(Z)-1-(Cyclooct-4-en-1-yl)-1-ethylpiperidin-1-ium iodide [I-].C1(CC\C=C/CCC1)[N+]1(CCCCC1)CC